3-([3,4'-bipyridin]-2-yloxy)-N-methyl-5-(trifluoromethyl)benzamide N1=C(C(=CC=C1)C1=CC=NC=C1)OC=1C=C(C(=O)NC)C=C(C1)C(F)(F)F